The molecule is a long-chain unsaturated fatty acid anion that is the conjugate base of sapienic acid, obtained by deprotonation of the carboxy group. It is an unsaturated fatty acid anion, a long-chain fatty acid anion, a straight-chain fatty acid anion and a hexadecenoate. It is a conjugate base of a sapienic acid. CCCCCCCCC/C=C\\CCCCC(=O)[O-]